ClC1=NC=C2C=CC(=NC2=C1)N(C1CCN(CC1)C(=O)OC(C)(C)C)CCOC1OCCCC1 tert-butyl 4-[(7-chloro-1,6-naphthyridin-2-yl)[2-(oxan-2-yloxy)ethyl]amino]piperidine-1-carboxylate